C(CCCCCCCCCCC)(=O)[O-].C(CCCCCCCCCCC)(=O)[O-].[Sn+2](Cl)Cl tin dichloride dilaurate